pent-4-en-1-yldiphenylphosphane C(CCC=C)P(C1=CC=CC=C1)C1=CC=CC=C1